OC(CN(CCCC(=O)OCCN1CCN(CC1)CCSSCCCN(CC(CCCCCCCCCCCC)O)CC(CCCCCCCCCCCC)O)CC(CCCCCCCCCCCC)O)CCCCCCCCCCCC 2-(4-(2-((3-(Bis(2-hydroxytetradecyl)amino)propyl)disulfaneyl)ethyl)piperazin-1-yl)ethyl 4-(bis(2-hydroxytetradecyl)amino)butanoate